CC1(CCC1)SC=1C=C(C=CC1)NC(OC(C)(C)C)=O tert-butyl (3-((1-methylcyclobutyl)thio)phenyl)carbamate